dichlorosilaneOne Cl[Si](=O)Cl